N,N'-bis(aminoethyl)-N,N'-dimethyl-1,2-ethylenediamine NCCN(CCN(C)CCN)C